6-(3-methyl-2-butenyl)-1H-indol-4-ol CC(=CCC=1C=C(C=2C=CNC2C1)O)C